tri-octyl-phosphine selenide C(CCCCCCC)P(CCCCCCCC)(CCCCCCCC)=[Se]